Cl.N[C@H](C(=O)OC)CC1=C(C=CC=C1)OCC1CC1 methyl (2S)-2-amino-3-[2-(cyclopropylmethoxy)phenyl]propanoate hydrochloride